8-fluoro-2-(cis-3-fluoro-3-methylcyclobutyl)-1-[(2R,4R)-2-methyltetrahydro-2H-pyran-4-yl]-1H-imidazo[4,5-c]quinoline FC1=CC=2C3=C(C=NC2C=C1)N=C(N3[C@H]3C[C@H](OCC3)C)C3CC(C3)(C)F